ammonium octanoate sulfate S(=O)(=O)([O-])[O-].C(CCCCCCC)(=O)[O-].[NH4+].[NH4+].[NH4+]